6-(ethanesulfonyl)-2-methylpyrido[3,4-d]pyrimidin-4-ol C(C)S(=O)(=O)C1=CC2=C(N=C(N=C2O)C)C=N1